C(C)OC(C(C#N)C1=C(C=C(C=C1)Br)[N+](=O)[O-])=O 2-(4-bromo-2-nitrophenyl)-2-cyanoacetic acid ethyl ester